6-Bromo-N-((4R,5S,7R,8R,9S,10R)-8,10-dihydroxy-7-(hydroxymethyl)-9-(4-(3,4,5-trifluorophenyl)-1H-1,2,3-triazol-1-yl)-1,6-dioxaspiro[4.5]decan-4-yl)quinoline-4-carboxamide BrC=1C=C2C(=CC=NC2=CC1)C(=O)N[C@@H]1CCO[C@]12O[C@@H]([C@@H]([C@@H]([C@H]2O)N2N=NC(=C2)C2=CC(=C(C(=C2)F)F)F)O)CO